6-chloro-3-[3-(trifluoromethyl)phenoxy]pyridazin ClC1=CC=C(N=N1)OC1=CC(=CC=C1)C(F)(F)F